4-Fluoro-N-methyl-6-(2-methyl-2H-indazol-5-yl)-N-(2,2,6,6-tetramethylpiperidin-4-yl)-1,3-benzothiazol-2-amin FC1=CC(=CC2=C1N=C(S2)N(C2CC(NC(C2)(C)C)(C)C)C)C2=CC1=CN(N=C1C=C2)C